O=C1NC(CC[C@@H]1N1CC=2C(N(C=CC2C1=O)C1CCC2(CCN(CC2)C(=O)OC(C)(C)C)CC1)=O)=O tert-butyl (S)-9-(2-(2,6-dioxopiperidin-3-yl)-1,4-dioxo-1,2,3,4-tetrahydro-5H-pyrrolo[3,4-c]pyridin-5-yl)-3-azaspiro[5.5]undecane-3-carboxylate